COC(C(=O)N1C(CCC(C1)C)C1=CC2=C3N(N=C2C=C1)CCN(C3)C)=O 2-(5-Methyl-2-(2-methyl-1,2,3,4-tetrahydropyrazino[1,2-b]indazol-9-yl)piperidin-1-yl)-2-oxoacetic acid methyl ester